ClC=1C=C(C=NC1)[C@H]1[C@@H](CN(C1)CCOC)NC(=O)NC1=C(C(=NN1C1=CC=CC=C1)C)C 1-(trans-4-(5-chloropyridin-3-yl)-1-(2-methoxyethyl)pyrrolidin-3-yl)-3-(3,4-dimethyl-1-phenyl-1H-pyrazol-5-yl)urea